4-((1-(tert-butoxycarbonyl)piperidin-4-yl)methyl)piperazine-1-carboxylic acid benzyl ester C(C1=CC=CC=C1)OC(=O)N1CCN(CC1)CC1CCN(CC1)C(=O)OC(C)(C)C